5-(aminomethyl)-N-methyl-N-{4-(trifluoromethyl)phenyl}quinolin-8-amine NCC1=C2C=CC=NC2=C(C=C1)N(C1=CC=C(C=C1)C(F)(F)F)C